5-(1,3-benzoxazol-2-yl)-4-(pyridine-4-yl)pyrimidin-2-amine O1C(=NC2=C1C=CC=C2)C=2C(=NC(=NC2)N)C2=CC=NC=C2